ClC1=C(N=C(N=N1)NC1=C(C=C2CCN(CC2=C1)C)OC)NC1=C(C(=O)N(C)C)C=CC=C1 ((6-chloro-3-((6-methoxy-2-methyl-1,2,3,4-tetrahydroisoquinolin-7-yl)amino)-1,2,4-triazin-5-yl)amino)-N,N-dimethylbenzamide